C1(=CC=CC=C1)C=1OC(CN1)C=1C=C(C=CC1)C 2-phenyl-5-(3-tolyl)-4,5-dihydro-oxazole